CC1=CC=[N+](C=C1)OC(=C)COCC1=CC=C(C=C1)C 4-methyl-1-((3-((4-methylbenzyl)oxy)prop-1-en-2-yl)oxy)pyridin-1-ium